tert-butyl (R)-2-((S)-2-(((1r,4S)-4-((5'-chloro-6-(((4-cyanotetrahydro-2H-pyran-4-yl)methyl)amino)-[2,4'-bipyridin]-2'-yl)amino)cyclohexyl)amino)propoxy)propanoate ClC=1C(=CC(=NC1)NC1CCC(CC1)N[C@H](CO[C@@H](C(=O)OC(C)(C)C)C)C)C1=NC(=CC=C1)NCC1(CCOCC1)C#N